C(C)(C)(C)NC1=CC(=C2C(=N1)C=C(S2)C2=CC=NN2C2OCCCC2)NC2CCCC2 N5-(tert-butyl)-N7-cyclopentyl-2-(1-(tetrahydro-2H-pyran-2-yl)-1H-pyrazol-5-yl)thieno[3,2-b]pyridine-5,7-diamine